N-(2,4-dimethoxybenzyl)-N-(6-fluoropyridin-2-yl)-6-methylpyridine-2-sulfonamide COC1=C(CN(S(=O)(=O)C2=NC(=CC=C2)C)C2=NC(=CC=C2)F)C=CC(=C1)OC